C1(CCCCC1)C(=O)[O-].[Cu+2].C1(CCCCC1)C(=O)[O-] copper cyclohexaneate